The molecule is a tensyuic acid that is itaconic acid which has been substituted at position 3 by a 5-(methoxycarbonyl)pentyl group. The (-)-isomer, isolated from Aspergillus niger FKI-2342. It has a role as an Aspergillus metabolite. It is a tensyuic acid, a methyl ester and a dicarboxylic acid. COC(=O)CCCCCC(C(=C)C(=O)O)C(=O)O